C(CCCCC(=O)N)(=O)N.C(CCC)(N)N butanediamine adipamide salt